5-bromo-N-neopentyl-4-(trifluoromethyl)pyridin-2-amine BrC=1C(=CC(=NC1)NCC(C)(C)C)C(F)(F)F